ClC=1C=C2C(=CN(C2=CC1)CCO)C1CCNCC1 2-[5-Chloro-3-(4-piperidyl)indol-1-yl]ethanol